BrC=1C=NN(C1)C1CCC(CC1)N1C(CC(CC1=O)C1=C(C=C(C=C1)[N+](=O)[O-])F)=O 1-[4-(4-bromopyrazol-1-yl)cyclohexyl]-4-(2-fluoro-4-nitro-phenyl)piperidine-2,6-dione